BrC1=C(C=CC2=CC=CC=C12)\C=C\1/N=C(OC1=O)\C=C\C1=CC=C(C=C1)N(C)C (Z)-4-(1-bromo-2-naphthylmethylene)-2-((E)-4-(dimethylamino)styryl)oxazol-5(4H)-one